2,5-dioxopyrrolidin-1-yl 4-(pyridin-2-yldisulfanyl)butanoate N1=C(C=CC=C1)SSCCCC(=O)ON1C(CCC1=O)=O